2-(2,5-dimethyl-1H-pyrrol-1-yl)-7-(4-(1-(3,3,3-trifluoro-1-(4-fluorophenyl)-propyl)-1H-pyrazol-4-yl)pyrimidin-2-yl)-[1,2,4]triazolo[1,5-a]pyridine CC=1N(C(=CC1)C)C1=NN2C(C=C(C=C2)C2=NC=CC(=N2)C=2C=NN(C2)C(CC(F)(F)F)C2=CC=C(C=C2)F)=N1